(+/-)-trans-3-((2-(2-chloro-5H-pyrrolo[2,3-b]pyrazin-7-yl)-6-morpholinopyrimidin-4-yl)amino)bicyclo[2.2.2]octane-2-carboxylic acid ClC=1N=C2C(=NC1)NC=C2C2=NC(=CC(=N2)NC2C(C1CCC2CC1)C(=O)O)N1CCOCC1